amino-2-oxo-2H-[1,3'-bipyridine]-5'-carboxamide NC=1C(N(C=CC1)C=1C=NC=C(C1)C(=O)N)=O